5,6-bis-trifluoromethanesulfonyloxy-2-(propylamino)indane FC(S(=O)(=O)OC=1C=C2CC(CC2=CC1OS(=O)(=O)C(F)(F)F)NCCC)(F)F